COC1=CC=C(COC2=NN(C=C2CN2C(C3=CC=CC=C3C2=O)=O)C2OCCCC2)C=C1 2-((3-((4-methoxybenzyl)oxy)-1-(tetrahydro-2H-pyran-2-yl)-1H-pyrazol-4-yl)methyl)isoindoline-1,3-dione